BrC1=NN(C(=C1)C(=O)O)C 3-bromo-1-methyl-pyrazole-5-carboxylic acid